hydrogen phosphate trioxalate C(C(=O)O)(=O)O.C(C(=O)O)(=O)O.C(C(=O)O)(=O)O.P(=O)(O)(O)O